CC1=C(C(=CC=C1)C)C=1N=C2NS(C3=CC=CC(NC([C@@H]4CN(C[C@@H](OC(C1)=N2)C4)C(=O)OC(C)(C)C)=O)=C3)(=O)=O tert-butyl (3S,7S)-19-(2,6-dimethylphenyl)-8,15,15-trioxo-2-oxa-15λ6-thia-5,9,16,18,21-pentaazatetracyclo[15.3.1.13,7.110,14]tricosa-1(21),10(22),11,13,17,19-hexaene-5-carboxylate